racemic-(4-bromophenyl)(1-(3-fluoropropyl)azetidin-3-yl)methanol BrC1=CC=C(C=C1)[C@H](O)C1CN(C1)CCCF |r|